(1R,2S)-2-((E)-1-phenylbut-1-en-2-yl)cyclopropan-1-amine (S)-2-hydroxy-2-phenylacetate O[C@H](C(=O)O)C1=CC=CC=C1.C1(=CC=CC=C1)\C=C(/CC)\[C@H]1[C@@H](C1)N